methyl 4-bromopyrazolo[1,5-a]pyridine-2-carboxylate BrC=1C=2N(C=CC1)N=C(C2)C(=O)OC